O=C1NC(CCC1N1C(C2=CC=CC(=C2C1=O)NCCCCCCC(=O)N1CCN(CC1)C1=CC=C(C(=O)N2CCC(CC2)CCCCNC(\C=C\C=2C=NC=CC2)=O)C=C1)=O)=O (E)-N-(4-(1-(4-(4-(7-((2-(2,6-dioxopiperidin-3-yl)-1,3-dioxoisoindolin-4-yl)amino)heptanoyl)piperazin-1-yl)benzoyl)piperidin-4-yl)butyl)-3-(pyridin-3-yl)acrylamide